tert-butyl 3-[2-[2-[2-[[2-(2,6-dioxo-3-piperidyl)-1,3-dioxo-isoindolin-4-yl]amino]-ethoxy]ethoxy]ethoxy]propanoate O=C1NC(CCC1N1C(C2=CC=CC(=C2C1=O)NCCOCCOCCOCCC(=O)OC(C)(C)C)=O)=O